6-methoxy-1,3,4,5-tetrahydro-2H-3-benzazepin-2-one COC1=CC=CC=2CC(NCCC21)=O